phenyl(phenanthrenyl)anthracene-d22 C1(=CC=CC=C1)C12C(C3(C(C(C(C(C3(C(C2(C(C(C(C1([2H])[2H])([2H])[2H])([2H])[2H])([2H])[2H])[2H])([2H])[2H])[2H])([2H])[2H])([2H])[2H])([2H])[2H])([2H])[2H])[2H])([2H])C1=CC=CC=2C3=CC=CC=C3C=CC12